NC=1N=NC(=CC1C#CC=1C=C(CN2CCN(CC2)C(=O)OC(C)(C)C)C=CC1)C1=C(C=CC=C1)O tert-butyl 4-(3-((3-amino-6-(2-hydroxyphenyl)pyridazin-4-yl)ethynyl)benzyl)piperazine-1-carboxylate